NCCC=CC1=CC=C(C=C1)\C\1=N/[C@H](C=2N(C3=C1C(=C(S3)C)C)C(=NN2)C)CC(=O)OC(C)(C)C tert-butyl (S,E)-2-(4-(4-(4-aminobut-1-en-1-yl)phenyl)-2,3,9-trimethyl-6H-thieno[3,2-f][1,2,4]triazolo[4,3-a][1,4]diazepin-6-yl)acetate